4-(Boc-amino)benzyl-amine C(=O)(OC(C)(C)C)NC1=CC=C(CN)C=C1